O=C1C[C@H]2COCCN2CC1C(=O)OC methyl (9aS)-8-oxooctahydropyrido[2,1-c][1,4]oxazine-7-carboxylate